5-Bromo-4-Isopropylthiazol-2-Amine BrC1=C(N=C(S1)N)C(C)C